COC1=C(C=C(C=C1)C=1CCCC(C1)=O)C(=O)O 4-methoxy-5'-oxo-2',3',4',5'-tetrahydro-[1,1'-biphenyl]-3-carboxylic acid